3-[1-(3-Chlorophenyl)-3-(cyclopropylmethylcarbamoyl)-7-oxo-4,5-dihydropyrazolo[3,4-c]pyridin-6-yl]-7,8-dihydro-5H-1,6-naphthyridine-6-carboxylic acid tert-butyl ester C(C)(C)(C)OC(=O)N1CC=2C=C(C=NC2CC1)N1C(C2=C(CC1)C(=NN2C2=CC(=CC=C2)Cl)C(NCC2CC2)=O)=O